heptadecan-9-yl 8-((2-hydroxy-6-(1-methyl-1H-pyrrole-3-carboxamido)hexyl)(6-oxo-6-(undecyloxy)hexyl)Amino)octanoate OC(CN(CCCCCCCC(=O)OC(CCCCCCCC)CCCCCCCC)CCCCCC(OCCCCCCCCCCC)=O)CCCCNC(=O)C1=CN(C=C1)C